CC1(O[C@H]2[C@H]([C@H](OC[C@@H]2OC2=NC(=CC=C2)C(F)(F)F)COC2=CC=C(N=N2)C(=O)OC(C)(C)C)O1)C tert-butyl 6-(((3aS,4R,7S,7aR)-2,2-dimethyl-7-((6-(trifluoromethyl)pyridin-2-yl)oxy)tetrahydro-4H-[1,3]dioxolo[4,5-c]pyran-4-yl)methoxy)pyridazine-3-carboxylate